(S)-1-tert-butyl 2-methyl 5-oxopiperidine-1,2-dicarboxylate O=C1CC[C@H](N(C1)C(=O)OC(C)(C)C)C(=O)OC